(3R,4R)-1-cyclopentyl-4-{[1-(2,4-difluoro-phenyl)-1H-[1,2,3]triazole-4-carbonyl]-amino}-piperidine-3-carboxylic acid (2-methoxy-1,1-dimethyl-ethyl)-amide COCC(C)(C)NC(=O)[C@@H]1CN(CC[C@H]1NC(=O)C=1N=NN(C1)C1=C(C=C(C=C1)F)F)C1CCCC1